1-bromo-2-(2-methoxyethoxy)-4-(trifluoromethyl)benzene BrC1=C(C=C(C=C1)C(F)(F)F)OCCOC